4-bromo-3-methyl-7-[4-(trifluoromethoxy)phenyl]-benzimidazole-5-carboxylic acid ethyl ester C(C)OC(=O)C1=C(C2=C(N=CN2C)C(=C1)C1=CC=C(C=C1)OC(F)(F)F)Br